O-(2-phenylethyl)hydroxylamine C1(=CC=CC=C1)CCON